FC=1C=C(NC=2SC(=C(N2)C(=O)N)C)C=C(C1)F 2-(3,5-difluoroanilino)-5-methyl-thiazole-4-carboxamide